1-{[(2S)-oxetan-2-yl]methyl}-1H-1,3-benzodiazole-6-carboxylic acid methyl ester COC(=O)C=1C=CC2=C(N(C=N2)C[C@H]2OCC2)C1